ClC=1C=CC(=C(C1)NN(C1(N(C2=CC=CC=C2C1NC(CCC1=CC=C(C=C1)NC(=O)N1CCC(CC1)C(N(C)C)=O)=O)C(=O)[O-])C(=O)[O-])C(C=O)=O)N1N=NN=C1 2-(((5-chloro-2-(1H-tetrazol-1-yl) phenyl) amino)-2-oxoacetylamino)-3-(4-(4-(dimethylcarbamoyl) piperidine-1-carboxamido) phenylpropionamido)-1H-indole-1,2-dicarboxylate